tridecyl 2-bromoacetate BrCC(=O)OCCCCCCCCCCCCC